7-[2-fluoro-4-[(1S,2S)-6-hydroxy-2-phenyl-tetralin-1-yl]-5-methoxy-phenyl]-7-azaspiro[3.5]nonane-2-carbaldehyde FC1=C(C=C(C(=C1)[C@H]1[C@H](CCC2=CC(=CC=C12)O)C1=CC=CC=C1)OC)N1CCC2(CC(C2)C=O)CC1